(E)-N-(4-((3-chloro-2,4-difluorophenyl)amino)-5-(3-methoxyphenyl)quinazolin-6-yl)-4-(dimethylamino)but-2-enamide ClC=1C(=C(C=CC1F)NC1=NC=NC2=CC=C(C(=C12)C1=CC(=CC=C1)OC)NC(\C=C\CN(C)C)=O)F